ethyl 4-chloro-6-(2-cyanoethyl)-7-(2,3-dichlorophenyl)-8-fluoro-2-methylquinoline-3-carboxylate ClC1=C(C(=NC2=C(C(=C(C=C12)CCC#N)C1=C(C(=CC=C1)Cl)Cl)F)C)C(=O)OCC